5-(2,3,4,5,6-pentaiodophenyl)pentan-1-amine IC1=C(C(=C(C(=C1I)I)I)I)CCCCCN